NCCCN(CCCN)CC(CCCC)CC N,N-bisaminopropyl-2-ethylhexyl-amine